CN1CC2=CC=CC(=C2CC1)C 2,5-dimethyl-1,2,3,4-tetrahydroisoquinoline